FC(C=1C=C(OC2CCC3=CC=C(C=C23)NC(C=C)=O)C=CC1)(F)F N-(3-(3-(trifluoromethyl)phenoxy)-2,3-dihydro-1H-inden-5-yl)acryl-amide